ClC=1C=C(C=CC1F)N(C(=O)[C@H]1NC(N(C1)C(=O)OC(C)(C)C)=O)C (S)-tert-butyl 4-((3-chloro-4-fluorophenyl) (methyl) carbamoyl)-2-oxoimidazolidine-1-carboxylate